2-Phenyl-quinoline C1(=CC=CC=C1)C1=NC2=CC=CC=C2C=C1